N4-(2-(dimethylamino)ethyl)-6-methoxy-N2,N2-dimethyl-7-(4-(pyrrolidine-1-yl)but-1-yn-1-yl)quinazoline-2,4-diamine CN(CCNC1=NC(=NC2=CC(=C(C=C12)OC)C#CCCN1CCCC1)N(C)C)C